BrC1=CC=CC(=N1)C=1N2C(=NN1)CCC2(C)C 3-(6-bromopyridin-2-yl)-5,5-dimethyl-6,7-Dihydro-5H-pyrrolo[2,1-c][1,2,4]triazole